(E)-butyl 3-(4-chloro-6-(methylamino)pyrimidin-5-yl)acrylate ClC1=NC=NC(=C1/C=C/C(=O)OCCCC)NC